N1=CNC2=NC=CC=C21 3H-imidazo[4,5-b]pyridin